C1(CCC1)OC1=C(C#N)C=C(C=C1)CNCCCCOCCNC1=C2C=NNC2=CC(=C1)C1=CN=NC=C1 2-cyclobutoxy-5-(((4-(2-((6-(pyridazin-4-yl)-1H-indazol-4-yl)amino)ethoxy)butyl)amino)methyl)benzonitrile